C(C)(C)(C)OC([C@H](C1=CC=CC=C1)NCCCC(=O)OCC1=CC=CC=C1)=O benzyl (S)-4-((2-(tert-butoxy)-2-oxo-1-phenylethyl)amino)butanoate